FC1=C(C=CC=C1)C1C[C@H]2CC[C@@H](C1)N2 (1R,3S,5S)-3-(2-fluorophenyl)-8-azabicyclo[3.2.1]octan